ClC1=CC=C2C3(C(N(C2=C1)C=1C=NN(C1)CCC)=O)CC1=CC=C(C=C1C3)C3=NSC(N3)=O 3-(6'-chloro-2'-oxo-1'-(1-propyl-1H-pyrazol-4-yl)-1,3-dihydro-spiro[indene-2,3'-indolin]-5-yl)-1,2,4-thiadiazol-5(4H)-one